ammonium 3-(methacryloyloxy)-1-propanesulfonate C(C(=C)C)(=O)OCCCS(=O)(=O)[O-].[NH4+]